(Z)-4,4'-(6-(2-(4-(trifluoromethyl)benzylidene)hydrazinyl)-1,3,5-triazine-2,4-diyl)dimorpholine FC(C1=CC=C(\C=N/NC2=NC(=NC(=N2)N2CCOCC2)N2CCOCC2)C=C1)(F)F